5-(2-chloro-4-methoxypyrimidine-5-yl)4-methylisoxazole ClC1=NC=C(C(=N1)OC)C1=C(C=NO1)C